CN(C1=CC=C(C=C1)F)C N,N-dimethyl-p-fluoroaniline